N-(4-hydroxybenzylethyl)formamide OC1=CC=C(CCCNC=O)C=C1